N-[[4-(trifluoromethoxy)phenyl]-methyl]acetamid FC(OC1=CC=C(C=C1)CNC(C)=O)(F)F